COC1=CC=C(C=C1)CC(C=O)C 4-methoxy-alpha-methyl-benzenepropanal